N[C@H](C(F)(F)F)C=1C=CC2=C(N(N=C2C1)C1=CC=CC=C1)NC(C1=CC(=C(C=C1)C(F)(F)F)C1=NN(C=C1)C)=O (S)-N-(6-(1-Amino-2,2,2-trifluoroethyl)-2-phenyl-2H-indazol-3-yl)-3-(1-methyl-1H-pyrazol-3-yl)-4-(trifluoromethyl)benzamide